N-{3-[({2-[(4-cyano-3-hydroxyphenyl)amino]-5-(trifluoromethyl)pyrimidin-4-yl}amino)methyl]phenyl}-N-methylmethanesulfonamide C(#N)C1=C(C=C(C=C1)NC1=NC=C(C(=N1)NCC=1C=C(C=CC1)N(S(=O)(=O)C)C)C(F)(F)F)O